2-(bromomethyl)-3-chlorobenzonitrile BrCC1=C(C#N)C=CC=C1Cl